C1(=CC=CC=C1)N1C(C(=CC1=O)C1N(CCCCC1)C1=CC=C(C=C1)C)=O 1-Phenyl-3-(1-(p-tolyl)azepan-2-yl)-1H-pyrrole-2,5-dione